FC1=CC=CC=2C(=N[C@@H](C(NC21)=O)NC(=O)C2=C(N=C1N2N=C(C=C1)N1[C@@H]2CN([C@H](C1)C2)C)C2=CC=CC=C2)C2=CC=CC=C2 N-[(3S)-9-fluoro-2-oxo-5-phenyl-1,3-dihydro-1,4-benzodiazepine-3-Yl]-6-[(1S,4S)-5-methyl-2,5-diazabicyclo[2.2.1]heptane-2-yl]-2-phenylimidazo[1,2-b]pyridazine-3-carboxamide